tert-butyl (2R)-2-(5-aminopentyl)morpholine-4-carboxylate NCCCCC[C@@H]1CN(CCO1)C(=O)OC(C)(C)C